FC(C(=O)O)(F)F.ClC=1C=C(C=CC1)C1=C(N=C2N(C1=O)C(=CC=C2)C)C(C)NC2=C1N=CNC1=NC=N2 3-(3-Chlorophenyl)-6-methyl-2-[1-(9H-purin-6-ylamino)ethyl]-4H-pyrido[1,2-a]pyrimidin-4-one Trifluoroacetic Acid Salt